(4S)-N-(cyclopropylmethyl)-N-methylazepan-4-amine C1(CC1)CN([C@@H]1CCNCCC1)C